ClC1=CC=C(C=C1)C1(OCC2=CC(=CC=C12)C1=C(C=CC=C1)C)CCCN(CC(=O)O)C N-{3-[1-(4-Chloro-phenyl)-5-(2-methyl-phenyl)-1,3-dihydro-isobenzofuran-1-yl]-propyl}-N-methyl-glycine